3-chloro-N-(4-methyl-3-((3-(9-(tetrahydro-2H-pyran-2-yl)-9H-purin-6-yl)pyridin-2-yl)amino)phenyl)-4-(trifluoromethyl)benzamide ClC=1C=C(C(=O)NC2=CC(=C(C=C2)C)NC2=NC=CC=C2C2=C3N=CN(C3=NC=N2)C2OCCCC2)C=CC1C(F)(F)F